tert-butyl 3-(hydroxymethyl)-4,6-dihydropyrrolo[3,4-C]pyrazole-5(2H)-carboxylate OCC1=C2C(=NN1)CN(C2)C(=O)OC(C)(C)C